FC(OC1(CCC1)C1=NN=C(O1)[C@@H]1CC[C@H](CO1)N)(F)F (3R,6S)-6-[5-[3-cis-(trifluoromethoxy)cyclobutyl]-1,3,4-oxadiazol-2-yl]Tetrahydropyran-3-amine